C(#N)C1=CC(=NC=C1)N1[C@@H](CCC1=O)C(=O)N(C1=CC(=CC=C1)F)[C@]1(CCC2=CC=CC=C12)C(NCC1CC1)=O (S)-1-(4-cyanopyridin-2-yl)-N-((S)-1-(cyclopropylmethylcarbamoyl)-2,3-dihydro-1H-inden-1-yl)-N-(3-fluorophenyl)-5-oxopyrrolidine-2-carboxamide